2,6-bis-(2-phthalimidoethyl)-1,3,5,7-tetrahydropyrrolo[3,4-f]isoindole C1(C=2C(C(N1CCN1CC3=CC=4CN(CC4C=C3C1)CCN1C(C=3C(C1=O)=CC=CC3)=O)=O)=CC=CC2)=O